CCCCCCCCCCCCCCCCCC(=O)O[C@H](COC(=O)CCCCCCCCC/C=C\\CCCCCC)COP(=O)([O-])OCC[N+](C)(C)C The molecule is a 1-octadecanoyl-2-octadecenoyl-sn-glycero-3-phosphocholine in which the acyl groups specified at positions 1 and 2 are (11Z)-octadecenoyl and octadecanoyl respectively. It derives from a cis-vaccenic acid.